C(C1=CC=CC=C1)NC(=O)C=1N(C(N2C1CNCC2C(\C=C\C2=C(C=CC=C2)Cl)=O)=O)C2=CC=C(C=C2)OC(C)C N-benzyl-[(E)-3-(2-chlorophenyl)prop-2-enoyl]-2-(4-isopropoxyphenyl)-3-oxo-6,8-dihydro-5H-imidazo[1,5-a]pyrazine-1-carboxamide